FC=1C=C(C=C(C1)OC(F)(F)F)NC(=O)C1=CSC=2CN(CCC21)C(=O)C2=CN=C1N2C=CC=C1 N-(3-fluoro-5-(trifluoro-methoxy)phenyl)-6-(imidazo[1,2-a]pyridine-3-carbonyl)-4,5,6,7-tetra-hydrothieno[2,3-c]pyridine-3-carboxamide